CC(C)(C)C1=CC(=C(C(=C1)C)O)CC1=C(C(=CC(=C1)C(C)(C)C)C)O 4-(1,1-Dimethylethyl)-2-[[5-(1,1-dimethylethyl)-2-hydroxy-3-methylphenyl]methyl]-6-methylphenol